3,4-piperidinediol hydrochloride Cl.N1CC(C(CC1)O)O